C[Si](CCOCN1C=NC=C1CC(=O)O)(C)C (3-{[2-(trimethylsilyl)ethoxy]methyl}imidazol-4-yl)acetic acid